methyl (3R)-1-[2-(2-oxo-4-phenyl-chromen-7-yl)oxypropanoyl]piperidine-3-carboxylate O=C1OC2=CC(=CC=C2C(=C1)C1=CC=CC=C1)OC(C(=O)N1C[C@@H](CCC1)C(=O)OC)C